OC1CN(CC1)C1=C(C=C2C(=N1)N=C(S2)N2CCOCC2)NC(=O)C=2N=C(OC2)C=2C=NC(=CC2)OC N-(5-(3-hydroxypyrrolidin-1-yl)-2-morpholinothiazolo[4,5-b]pyridin-6-yl)-2-(6-methoxypyridin-3-yl)oxazole-4-carboxamide